5-methoxy-1,3-bis(methoxymethoxy)-2-(5-methyl-2-(prop-1-en-2-yl)hex-4-en-1-yl)benzene COC=1C=C(C(=C(C1)OCOC)CC(CC=C(C)C)C(=C)C)OCOC